(2-(2,6-dioxopiperidin-3-yl)-3-oxoisoindolin-5-yl)methyl (5-ethyl-2-fluorophenyl)carbamate C(C)C=1C=CC(=C(C1)NC(OCC=1C=C2C(N(CC2=CC1)C1C(NC(CC1)=O)=O)=O)=O)F